ClC1=NC(=C2N=CN(C2=N1)[C@@H]1O[C@@H]([C@H]([C@H]1O)O)CO)N1CC2(CCC3=CC(=CC=C23)F)C1 (2R,3R,4S,5R)-2-[2-chloro-6-(5'-fluorospiro[azetidine-3,1'-indane]-1-yl)purin-9-yl]-5-(hydroxymethyl)tetrahydrofuran-3,4-diol